3,5-bis(2-phenylpropan-2-yl)-[1,1'-biphenyl] C1(=CC=CC=C1)C(C)(C)C=1C=C(C=C(C1)C(C)(C)C1=CC=CC=C1)C1=CC=CC=C1